3-((6-(2-aminopyridin-4-yl)-1-oxoisoquinolin-2(1H)-yl)methyl)-N-(5-methyl-4,5,6,7-tetrahydrothiazolo[5,4-c]pyridin-2-yl)benzamide Tert-butyl-3-(3-aminophenyl)-1H-pyrazole-1-carboxylate C(C)(C)(C)OC(=O)N1N=C(C=C1)C1=CC(=CC=C1)N.NC1=NC=CC(=C1)C=1C=C2C=CN(C(C2=CC1)=O)CC=1C=C(C(=O)NC=2SC=3CN(CCC3N2)C)C=CC1